tert-butyl ((S)-6-(tert-butylamino)-1-(((S)-1-((naphthalen-1-ylmethyl)amino)-1-oxopropan-2-yl)amino)-1,6-dioxohexan-3-yl)carbamate C(C)(C)(C)NC(CC[C@@H](CC(=O)N[C@H](C(=O)NCC1=CC=CC2=CC=CC=C12)C)NC(OC(C)(C)C)=O)=O